2-(3-Fluorophenyl)-2-(4-(trifluoromethyl)pyridin-2-yl)acetonitrile FC=1C=C(C=CC1)C(C#N)C1=NC=CC(=C1)C(F)(F)F